C(C)(C)(C)OC(=O)N1CCN(CC1)C1=NC=C(C=C1)C=1C=NN(C1)C Tert-butyl-4-(5-(1-methyl-1H-pyrazol-4-yl)pyridin-2-yl)piperazine-1-carboxylate